[3-(benzyloxy)-7-bromo-1-fluoronaphthalen-2-yl]-N-[N-(tert-butoxycarbonyl)sulfamoyl]glycine methyl ester COC(CN(S(NC(=O)OC(C)(C)C)(=O)=O)C1=C(C2=CC(=CC=C2C=C1OCC1=CC=CC=C1)Br)F)=O